3-(5-(((1S,2S)-2-(3-hydroxy-3-(tetrahydro-2H-pyran-4-yl)azetidin-1-yl)cyclohex-yl)oxy)-1-oxoisoindolin-2-yl)piperidine-2,6-dione OC1(CN(C1)[C@@H]1[C@H](CCCC1)OC=1C=C2CN(C(C2=CC1)=O)C1C(NC(CC1)=O)=O)C1CCOCC1